C(C)(C)(C)C1=C(OC2=C(C=CC(=C2)C)NC(=O)C=2C(=NN(C2)C)C(F)F)C=C(C=C1)C N-(2-(2-tert-butyl-5-methylphenoxy)-4-methylphenyl)-1-methyl-3-difluoromethyl-1H-pyrazole-4-carboxamide